(2,4)-bipyridin N1=C(C=CC=C1)C1=CC=NC=C1